C(#N)C1=CC(=C(C=C1)COC1=CC=CC(=N1)C1=C(C(=C(C=C1)CC(=O)NC1=C(C=C(C(=O)OC)C=C1)NC[C@H]1OCC1)F)C)F Methyl 4-[[2-[4-[6-[(4-cyano-2-fluoro-phenyl)methoxy]-2-pyridyl]-2-fluoro-3-methyl-phenyl]acetyl]amino]-3-[[(2S)-oxetan-2-ylmethyl]amino]benzoate